1-[4-Fluoro-2-hydroxy-5-[(2-methoxyethylamino)methyl]-3-methyl-phenyl]-3-pyrrolidin-1-yl-prop-2-en-1-one FC1=C(C(=C(C=C1CNCCOC)C(C=CN1CCCC1)=O)O)C